C(C1=CC=CC=C1)OC(=O)N1[C@H](CCC1)[C@@H]([C@H](C1=CC(=CC=C1)C(F)(F)F)C1=CC=C(C=C1)F)OS(=O)(=O)C (R)-2-((1R,2S)-2-(4-fluorophenyl)-1-((methylsulfonyl)oxy)-2-(3-(trifluoromethyl)phenyl)ethyl)pyrrolidine-1-carboxylic acid benzyl ester